BrC=1C=CC2=C(C3=C(C=NC=C3Cl)S2)C1 6-bromo-4-chlorobenzo[4,5]thieno[2,3-c]pyridine